ClC1=C(OC(C(=O)O)C)C=CC=C1Cl 2-(2,3-dichlorophenoxy)propionic acid